C(#N)C1=CC=2N(N=C1)C(=CC2)C2=CC(=C(C=N2)C2=NN=C(S2)N2CC1CCC(C2)N1C(=O)OC(C)(C)C)NC1CCC1 tert-Butyl 3-[5-(6-{3-cyanopyrrolo[1,2-b]pyridazin-7-yl}-4-(cyclobutylamino)pyridin-3-yl)-1,3,4-thiadiazol-2-yl]-3,8-diazabicyclo[3.2.1]octane-8-carboxylate